cinnamic acid 3-hydroxypropyl ester OCCCOC(C=CC1=CC=CC=C1)=O